1,4-dimethylcyclopentadiene CC1=CC=C(C1)C